5-(4-aminopiperidin-1-yl)-2-(2,6-dioxopiperidin-3-yl)isoindoline-1,3-dione NC1CCN(CC1)C=1C=C2C(N(C(C2=CC1)=O)C1C(NC(CC1)=O)=O)=O